[(1S,6R,7S)-3-[3-(2,3-dihydro-1,4-benzodioxin-5-yl)-1H-pyrazolo[3,4-b]pyrazin-6-yl]-7-(5-methyl-1,2-oxazol-3-yl)-3-azabicyclo[4.1.0]heptan-7-yl]methanamine O1CCOC2=C1C=CC=C2C2=NNC1=NC(=CN=C12)N1C[C@@H]2[C@]([C@@H]2CC1)(C1=NOC(=C1)C)CN